C(CCCCCCC\C=C/C\C=C/CCCCC)(=O)OC(CC)N(C)C linoleoyloxy-N,N-dimethylaminopropane